C1=CC=CC2=CC3=CC4=CC5=CC6=CC7=CC=CC=C7C=C6C=C5C=C4C=C3C=C12 Heptacen